C1(=CC=CC=C1)[C@@H](C)NC1CCCC=2C3=CC(=CC=C3NC12)C=1CNCCC1 N-((R)-1-phenylethyl)-6-(1,2,5,6-tetrahydropyridin-3-yl)-2,3,4,9-tetrahydro-1H-carbazol-1-amine